N-(7-cyclopropyl-5-methyl-1H-indazol-3-yl)-4-fluorobenzamide C1(CC1)C=1C=C(C=C2C(=NNC12)NC(C1=CC=C(C=C1)F)=O)C